5,5'-oxydiphthalic acid O(C1=CC=C(C(C(=O)O)=C1)C(=O)O)C1=CC=C(C(C(=O)O)=C1)C(=O)O